C(#N)C=1C(=C2C(=NC1)NC=C2)N2CC1(CCN1C(=O)NC1=NC(=NS1)OC)CCC2 6-(5-Cyano-1H-pyrrolo[2,3-b]pyridin-4-yl)-N-(3-methoxy-1,2,4-thiadiazol-5-yl)-1,6-Diazaspiro[3.5]nonane-1-carboxamide